ClC=1C=CC(=C(C(=O)NC2=C(C=C(C=C2)NCCN2CCOCC2)Cl)C1)OC 5-chloro-N-(2-chloro-4-((2-morpholinoethyl)amino)phenyl)-2-methoxybenzamide